C1(=CC=CC2=CC=CC(=C12)C(=O)OC)C(=O)OC Dimethyl naphthalene-1,8-dicarboxylate